4,4'-hexamethylene-bis(amino-2,2,6,6-tetramethylpiperidine) NN1C(CC(CC1(C)C)CCCCCCC1CC(N(C(C1)(C)C)N)(C)C)(C)C